2-(((2R,3R,4S,5R)-5-(6-amino-2-chloro-9H-purin-9-yl)-4-fluoro-3-hydroxytetrahydrofuran-2-yl)methoxy)-2-(4-((E)-2-carboxyvinyl)benzyl)malonic acid NC1=C2N=CN(C2=NC(=N1)Cl)[C@H]1[C@H]([C@@H]([C@H](O1)COC(C(=O)O)(C(=O)O)CC1=CC=C(C=C1)\C=C\C(=O)O)O)F